NC1=C(C(=NC=C1C(=O)O)OC1=CC=C(C=C1)N1CCOCC1)C1=C(C(=CC=C1C)OC)C 4-amino-5-(3-methoxy-2,6-dimethylphenyl)-6-(4-morpholinophenoxy)nicotinic acid